Ethyl 6-Methyl-5-(methylsulfonyl)-3-phenylpicolinate CC1=C(C=C(C(=N1)C(=O)OCC)C1=CC=CC=C1)S(=O)(=O)C